Cl.ClC1=C(C(=O)N2CCC(CC2)C(=O)NCCNC)C=CC(=C1)NC=1C=2N(C=CN1)C(=CN2)C2=CC(=C(C=C2)OC)F 1-(2-chloro-4-((3-(3-fluoro-4-methoxyphenyl)imidazo[1,2-a]pyrazin-8-yl)amino)benzoyl)-N-(2-(methylamino)ethyl)piperidine-4-carboxamide hydrochloride